1-[4-hydroxy-3-(2-methylbenzofuran-5-yl)phenyl]-2-propanone OC1=C(C=C(C=C1)CC(C)=O)C=1C=CC2=C(C=C(O2)C)C1